BrC1=CC=2C(N=C1)=NN(C2[N+](=O)[O-])CC 5-bromo-2-ethyl-3-nitro-2H-pyrazolo[3,4-b]pyridine